O=C1NC(CCC1N1C(C2=CC=C(C=C2C1)NC(=O)N1[C@@H](CC2=CC=CC=C12)COCC(F)(F)F)=O)=O (2S)-N-(2-(2,6-dioxopiperidin-3-yl)-1-oxoisoindolin-5-yl)-2-((2,2,2-trifluoroethoxy)methyl)indoline-1-carboxamide